aminocarnitine C[N+](C)(C)C[C@@H](CC(=O)[O-])N